neodymium (2-ethylhexyl) phosphate P(=O)(OCC(CCCC)CC)([O-])[O-].[Nd+3].C(C)C(COP(=O)([O-])[O-])CCCC.C(C)C(COP(=O)([O-])[O-])CCCC.[Nd+3]